2-chloro-4-(1-methoxyethyl)-6-(methylthio)pyridine ClC1=NC(=CC(=C1)C(C)OC)SC